C(CCCCCCCCCCCCCCCCC)OC(CCC1=CC(=C(C(=C1)C(C)(C)C)O)C(C)(C)C)=O 3,5-bis(1,1-dimethylethyl)-4-hydroxy-benzenepropanoic acid octadecyl ester